Tridecyl L-alaninate N[C@@H](C)C(=O)OCCCCCCCCCCCCC